O=C1N(CCC1)C1=CC=C(C=C1)C=1N=CC(=NC1)NC1=CC2=C(OC[C@H]3N2C(CC3)=O)N=C1 (S)-2-((5-(4-(2-oxopyrrolidin-1-yl)phenyl)pyrazin-2-yl)amino)-6,6a,7,8-tetrahydro-9H-pyrido[2,3-b]pyrrolo[1,2-d][1,4]oxazin-9-one